4-(3-aminobutoxy)-1-methyl-1H-pyrazol-3-amine NC(CCOC=1C(=NN(C1)C)N)C